(3R,4R)-1-cyclohexyl-4-{[5-(2,4-difluoro-phenyl)-isoxazole-3-carbonyl]-amino}-piperidine-3-carboxylic acid cyclopropyl-methyl-amide C1(CC1)N(C(=O)[C@@H]1CN(CC[C@H]1NC(=O)C1=NOC(=C1)C1=C(C=C(C=C1)F)F)C1CCCCC1)C